N1(C=NC=C1)C(=O)ON=C1CC[C@@]2([C@H]3CC[C@@]4(C(=CC[C@H]4[C@H]3CCC2=C1)C=1C=NC=CC1)C)C (8S,9S,10R,13S,14S)-10,13-Dimethyl-17-(pyridin-3-yl)-6,7,8,9,10,11,12,13,14,15-Decahydro-1H-cyclopenta[a]phenanthrene-3(2H)-one O-(1H-imidazole-1-carbonyl)oxime